(E)-N'-((2,4-dimethoxypyrimidine-5-carbonyl)oxy)acetamidine COC1=NC=C(C(=N1)OC)C(=O)O/N=C(\C)/N